COC(=O)C1(N(CC1)C(=O)OC(C)(C)C)CC(=C)CCl 2-(2-(chloromethyl)allyl)azetidine-1,2-dicarboxylic acid 1-(tert-butyl) 2-methyl ester